C1=CC=CC=2C3=CC=CC=C3OP(C12)=O 9,10-dihydro-9-oxa-10-phosphaphenanthrene oxide